(R)-N-(2-(4-cyanothiazolidin-3-yl)-2-oxoethyl)-7-methylquinoline-4-carboxamide C(#N)[C@H]1N(CSC1)C(CNC(=O)C1=CC=NC2=CC(=CC=C12)C)=O